C1(CC1)CN1N=CC(=N1)C(=O)O 2-(cyclopropyl-methyl)-2H-1,2,3-triazole-4-carboxylic acid